BrC1=C2[C@@H](COC3(CCOCC3)C2=CC=C1)C (S)-5-bromo-4-methyl-2',3',5',6'-tetrahydrospiro-[isochromane-1,4'-pyran]